COC1=CC=C(C(=N1)C1(CC1)N)[N+](=O)[O-] 1-(6-methoxy-3-nitropyridin-2-yl)cyclopropan-1-amine